C(C1=CC=CC=C1)N1N=C(C2=CC=CC=C2C1=O)C=1C=C(C=CC1)CCS(=O)(=O)N (3-(3-benzyl-4-oxo-3,4-dihydro-phthalazin-1-yl)phenyl)ethyl-sulphonamide